ClC1=CC2=C(N(C(C(N2C)=O)=O)C2CCN(CC2)C2=NC=C(C=N2)CN2CC(C2)OCC)N=C1 7-chloro-4-(1-(5-((3-ethoxyazetidin-1-yl)methyl)pyrimidin-2-yl)piperidin-4-yl)-1-methyl-1,4-dihydropyrido[2,3-b]pyrazine-2,3-dione